2-(3-(cyclopropylmethyl)-5-(4-fluoro-3-(1-methyl-1H-pyrazol-4-yl)phenyl)-4-(3-fluoro-4-sulfamoylbenzyl)-1H-pyrazol-1-yl)thiazole-4-carboxylic acid C1(CC1)CC1=NN(C(=C1CC1=CC(=C(C=C1)S(N)(=O)=O)F)C1=CC(=C(C=C1)F)C=1C=NN(C1)C)C=1SC=C(N1)C(=O)O